NC1=C(C=C2C=C(C=NC2=N1)C(=O)N(CC1=NC=C(C=C1)C(F)(F)F)CC1=C2C(=NC=C1)NC=C2)C 7-amino-6-methyl-N-(1H-pyrrolo[2,3-b]pyridin-4-ylmethyl)-N-((5-(trifluoromethyl)-2-pyridinyl)methyl)-1,8-naphthyridine-3-carboxamide